Methyl (S)-4-(2-((R or S)-1,2-difluoroethyl)-3-fluorophenyl)-2-methyl-5-oxo-1,4,5,7-tetrahydrofuro[3,4-b]pyridine-3-carboxylate F[C@@H](CF)C1=C(C=CC=C1F)[C@@H]1C2=C(NC(=C1C(=O)OC)C)COC2=O |o1:1|